FC=1C(=CC(=NC1)OC)C1=CC(=NN1C1OCCCC1)C(=O)N1CCC(CC1)C(=O)O (5-(5-fluoro-2-methoxypyridin-4-yl)-1-(tetrahydro-2H-pyran-2-yl)-1H-pyrazole-3-carbonyl)piperidine-4-carboxylic acid